(2R)-3-[(2-amino-6-methoxycarbonyl-3-pyridyl)sulfanyl]-2-(tert-butoxycarbonylamino)propanoic acid NC1=NC(=CC=C1SC[C@@H](C(=O)O)NC(=O)OC(C)(C)C)C(=O)OC